C(CCC)N(CCCC)CC1CO1 dibutylamino-2,3-epoxypropane